(E)-2-cyano-3-(5-(diphenylamino)thiophen-2-yl)acrylic acid C(#N)/C(/C(=O)O)=C\C=1SC(=CC1)N(C1=CC=CC=C1)C1=CC=CC=C1